C1=CC=C2C(=C1)C=CN=C2F FLUOROISOQUINOLINE